COC=1C=C(C=CC1)/C=C/C(=O)OC1=CC=C(\C=N\C(C(=O)O)C(CC)C)C=C1 2-((E)-((E)-4-((E)-3-(3-methoxyphenyl)acryloyloxy)benzylidene)amino)-3-methylpentanoic acid